4-{[5-(4,4-dimethyl-2,5-dioxo-1-imidazolidinyl)-2-pyridinyl]oxy}-2-(ethyloxy)benzonitrile CC1(NC(N(C1=O)C=1C=CC(=NC1)OC1=CC(=C(C#N)C=C1)OCC)=O)C